4,6-difluoro-5-iodopyridin-2-amine FC1=CC(=NC(=C1I)F)N